2-(2,4-dimethylphenoxy)ethyl 2-[1-[(4-methylphenyl)methyl]-5-oxopyrrolidin-2-yl]acetat CC1=CC=C(C=C1)CN1C(CCC1=O)CC(=O)OCCOC1=C(C=C(C=C1)C)C